ClC=1C(=NC=CN1)C(=O)NC=1SC(=NN1)CC1=CC(=CC=C1)Cl 3-chloro-N-(5-(3-chlorobenzyl)-1,3,4-thiadiazol-2-yl)pyrazine-2-carboxamide